piperazine-2,6-dione N1C(CNCC1=O)=O